CNS(=O)(=O)N N-methyl-sulfamide